OC(=O)C(F)(F)F.C(CC1=CC=CC=C1)N phenethylamine TFA salt